5-ethyl-2-(piperazin-1-yl)pyrimidine C(C)C=1C=NC(=NC1)N1CCNCC1